4-(5-bromo-6-methyl-pyridin-2-yl)-1-(cyanomethyl)-1H-1,2,3-triazole-5-carboxylic acid BrC=1C=CC(=NC1C)C=1N=NN(C1C(=O)O)CC#N